N1=CC=CC2=CC=CC(=C12)O.N1=CC=CC2=CC=CC(=C12)O.[Cu] copper bis(8-quinolinol)